tert-butyl N-[1-methyl-1-[4-(3-nitropyrazol-1-yl) phenyl]ethyl]carbamate CC(C)(C1=CC=C(C=C1)N1N=C(C=C1)[N+](=O)[O-])NC(OC(C)(C)C)=O